7-[(2S,4R)-2-(1-cyclopropylpyrazol-4-yl)tetrahydropyran-4-yl]-9-[3-(difluoromethyl)-1-bicyclo[1.1.1]pentanyl]-2,3-dimethyl-pyrazino[1,2-a]pyrimidin-4-one C1(CC1)N1N=CC(=C1)[C@H]1OCC[C@H](C1)C=1N=C(C=2N(C(C(=C(N2)C)C)=O)C1)C12CC(C1)(C2)C(F)F